4-fluorobenzamide hydrochloride Cl.FC1=CC=C(C(=O)N)C=C1